C(C=CC=CCCCCCCCCCCC)=O 7Z,9E-Hexadecadienal